[1-[1-[3-[(2,2-dimethylchroman-4-yl)carbamoyl]phenyl]hex-4-ynyl]-4,4-diethyl-6-oxo-hexahydropyrimidin-2-ylidene]ammonium CC1(OC2=CC=CC=C2C(C1)NC(=O)C=1C=C(C=CC1)C(CCC#CC)N1C(NC(CC1=O)(CC)CC)=[NH2+])C